CN1[C@H](CCC[C@H]1C1=NC=CC=C1C)C1=NC=CC=C1CCCN |r| (+/-)-3-(2-((2R,6S)-1-methyl-6-(3-methylpyridin-2-yl)piperidin-2-yl)pyridin-3-yl)propan-1-amine